N-[(1S)-1-benzyl-1-methyl-2-(1-methylcyclopropyl)ethyl]-8-fluoro-quinoline-3-carboxamide C(C1=CC=CC=C1)[C@@](CC1(CC1)C)(C)NC(=O)C=1C=NC2=C(C=CC=C2C1)F